C1(CCCCC1)C(=O)NC=1C(=C(C=CC1)C1=C2C=C(NC2=C(C=C1)C(=O)N)C=1CCN(CC1)S(=O)(=O)C)C 4-(3-(cyclohexanecarboxamido)-2-methylphenyl)-2-(1-(methylsulfonyl)-1,2,3,6-tetrahydropyridin-4-yl)-1H-indole-7-carboxamide